ClC=1C=C(CNC2=NC=NC(=C2[N+](=O)[O-])OC2(CC2)C)C=CC1 N-(3-chlorobenzyl)-6-(1-methylcyclopropoxy)-5-nitropyrimidin-4-amine